CC12CCC(C3=C1N=C(N=N3)C3=NC(=CC=C3)C=3N=NC1=C(N3)C3(CCC1(C3(C)C)C)C)(C2(C)C)C (2,6-bis(5,6,7,8-tetrahydro-5,8,9,9-tetramethyl-5,8-methano-1,2,4-benzotriazin-3-yl)pyridine)